Ethyl 4,6-dichloropyrido[3,2-d]pyrimidine-8-carboxylate ClC=1C2=C(N=CN1)C(=CC(=N2)Cl)C(=O)OCC